CN1CCC(CC1)C=1SC(=CN1)NC(OC(C)(C)C)=O tert-butyl (2-(1-methylpiperidin-4-yl)thiazol-5-yl)carbamate